C(C)(C)(C)OC(=O)N1[C@@H](C[C@@H](C1)OC)C(=O)O (2S,4S)-1-(tert-butoxycarbonyl)-4-methoxypyrrolidine-2-carboxylic acid